NC1=C(C(=O)NC2C(NC(CC2)=O)=O)C(=CC=C1)[N+](=O)[O-] 2-amino-N-(2,6-dioxopiperidin-3-yl)-6-nitrobenzamide